4-chloromethyl-4'-methylbiphenyl ClCC1=CC=C(C=C1)C1=CC=C(C=C1)C